C[N+]1(N=NN=C1)F 1-methyl-1-fluoro-tetrazolium